N1N=CC2=CC(=CC=C12)NC(=O)C1=C(NC=2N(C1C1=CC=C(C=C1)C(F)(F)F)N=C(C2)C(=O)OCC)C ethyl 6-((1H-indazol-5-yl) carbamoyl)-5-methyl-7-(4-(trifluoromethyl) phenyl)-4,7-dihydropyrazolo[1,5-a]pyrimidine-2-carboxylate